4-((4-(Tert-butyl)benzyl)oxy)quinoline-2-carboxylic acid C(C)(C)(C)C1=CC=C(COC2=CC(=NC3=CC=CC=C23)C(=O)O)C=C1